BrC=1C(=CC(=C(C1)N(C)CCN(C)C)[N+](=O)[O-])N 5-bromo-N1-(2-(dimethylamino)ethyl)-N1-methyl-2-nitrobenzene-1,4-diamine